C(C)(C)(C)OC(=O)N[C@H](C(=O)OC(=O)OC(C)C)CC=1OC=CN1 isopropoxycarbonyl (2S)-2-(tert-butoxycarbonylamino)-3-oxazol-2-yl-propanoate